COC(=O)C1=CC(=C(O[C@@H]2CN(CC2)C(=O)OC(C)(C)C)C=C1)C=1C=NN(C1)C tert-butyl (S)-3-(4-(methoxycarbonyl)-2-(1-methyl-1H-pyrazol-4-yl)phenoxy)pyrrolidine-1-carboxylate